3-(2,3-difluorophenyl)-1,5-dimethyl-pyrazol-4-ol FC1=C(C=CC=C1F)C1=NN(C(=C1O)C)C